6-((1-ethyl-1H-pyrazol-4-yl)sulfonyl)-1-(4-fluorophenyl)-4,4a,5,6,7,8-hexahydro-1H-pyrazolo[3,4-g]isoquinoline-4a-carboxylate C(C)N1N=CC(=C1)S(=O)(=O)N1CC2(CC3=C(C=C2CC1)N(N=C3)C3=CC=C(C=C3)F)C(=O)[O-]